Butyl ((2-((6-hydroxyhexyl)oxy)-4-methylphenyl)sulfonyl)-L-prolinate OCCCCCCOC1=C(C=CC(=C1)C)S(=O)(=O)N1[C@@H](CCC1)C(=O)OCCCC